CC1=CC=C(CC(CC)O)C=C1 4-methylbenzyl-propanol